5-(3-methoxyphenoxy)carbonylamino-3-(1,2,3,4,5,8-hexahydroindolizin-7-yl)-benzothiophene COC=1C=C(OC(=O)NC=2C=CC3=C(C(=CS3)C3=CCN4CCCC4C3)C2)C=CC1